C(C)(C)(C)OC(=O)N1CCC(=CC1)C=1C=NN(C1)C1=C(C=CC=C1)C 4-[1-(2-methylphenyl)-1H-pyrazol-4-yl]-3,6-dihydropyridine-1(2H)-carboxylic acid tert-butyl ester